C1(CC1)NC(=O)C([C@H](C[C@H]1C(NC2(CC2)C1)=O)NC(=O)[C@H]1N(C[C@H]2[C@@H]1CCC2)C(=O)OC(C)(C)C)O |o1:9| tert-butyl (1S,3aR,6aS)-1-{[(2S)-1-(cyclopropylcarbamoyl)-1-hydroxy-3-[(6R*)-5-oxo-4-azaspiro[2.4]heptan-6-yl]propan-2-yl]carbamoyl}-hexahydro-1H-cyclopenta[c]pyrrole-2-carboxylate